tert-butyl N-[2-amino-6-chloro-4-[methyl (3-pyridyl) amino] phenyl]-N-methyl-carbamate NC1=C(C(=CC(=C1)N(C=1C=NC=CC1)C)Cl)N(C(OC(C)(C)C)=O)C